CN1[C@]2(C[C@H]2CC1)C1=NC(=NO1)C1=NC=C(C=C1)C#CC1=NC=CC=C1 5-((1S,5R)-2-methyl-2-azabicyclo[3.1.0]hexan-1-yl)-3-(5-(pyridin-2-ylethynyl)pyridin-2-yl)-1,2,4-oxadiazole